C1(=CC=CC=C1)[C@@](C(=O)O)(CC)N phenyl-R-aminobutyric acid